[5-carbamoyl-2-(1-methylethyl)-9-(phenylmethyl)carbazol-4-yl]oxyacetic acid C(N)(=O)C1=C2C=3C(=CC(=CC3N(C2=CC=C1)CC1=CC=CC=C1)C(C)C)OCC(=O)O